di-tert-butyl 4-(3-tert-butoxy-3-oxopropyl)-4-(2-(8-hydroxy-[1,2,4]triazolo[1,5-a]pyridin-5-yl)acetamido)heptanedioate C(C)(C)(C)OC(CCC(CCC(=O)OC(C)(C)C)(CCC(=O)OC(C)(C)C)NC(CC1=CC=C(C=2N1N=CN2)O)=O)=O